ClC=1C=CC2=C(C(=NC(C=3N2C=C(N3)C(=O)O)O)C3=C(C=CC=C3)F)C1 8-chloro-6-(2-fluorophenyl)-4-hydroxy-4H-benzo[f]imidazo[1,2-a][1,4]diazepine-2-carboxylic acid